Methyl 5-[({1-[2-fluoro-4-(trifluoromethyl) phenyl] cyclopropyl} carbonyl) amino]-2-[1-(2,2,2-trifluoroethyl)-1H-pyrazol-4-yl]benzoate FC1=C(C=CC(=C1)C(F)(F)F)C1(CC1)C(=O)NC=1C=CC(=C(C(=O)OC)C1)C=1C=NN(C1)CC(F)(F)F